1-(5-((4-(3-methylthiophen-2-yl)piperazin-1-yl)methyl)-1-oxoisoindolin-2-yl)dihydropyrimidine-2,4(1H,3H)-dione CC1=C(SC=C1)N1CCN(CC1)CC=1C=C2CN(C(C2=CC1)=O)N1C(NC(CC1)=O)=O